O(C)C1=C2C(C=C(OC2=CC(=C1OC)OC)C1=CC(=C(C=C1)OC)OC)=O 5,6,7,3',4'-pentamethoxyl-flavone